6-(1-(3-(1H-1,2,3-triazol-1-yl)propanoyl)-1,2,5,6-tetrahydropyridin-3-yl)-4-(4-(difluoromethoxy)pyridin-3-yl)-7-fluoro-1H-indole-2-carboxylic acid N1(N=NC=C1)CCC(=O)N1CC(=CCC1)C1=CC(=C2C=C(NC2=C1F)C(=O)O)C=1C=NC=CC1OC(F)F